N-((3R,4S)-3-((R)-3-(difluoromethyl)pyrrolidin-1-yl)chroman-4-yl)-6-(trifluoromethyl)-7H-pyrrolo[2,3-d]pyrimidin-4-amine FC([C@H]1CN(CC1)[C@H]1COC2=CC=CC=C2[C@@H]1NC=1C2=C(N=CN1)NC(=C2)C(F)(F)F)F